Tri(2,6-xylyl) phosphate P(=O)(OC1=C(C=CC=C1C)C)(OC1=C(C=CC=C1C)C)OC1=C(C=CC=C1C)C